3-chloro-N-[2,6-difluoro-4-[2-(5-fluoro-3-pyridinyl)ethynyl]phenyl]-2-methyl-benzenesulfonamide ClC=1C(=C(C=CC1)S(=O)(=O)NC1=C(C=C(C=C1F)C#CC=1C=NC=C(C1)F)F)C